bromo-2,3-dihydro-1-benzofuran-3-ol BrC1OC2=C(C1O)C=CC=C2